C1O[C@H]2[C@@H](O[C@@]1([C@H]2O)CO)N2C=NC=1C(OCCC#N)=NC(NC(COC3=CC=CC=C3)=O)=NC21 2'-O,4'-C-methylene-2-N-(phenoxyacetyl)-6-O-(cyanoethyl)guanosine